COC1=NN=C2N1CCN(C2)C(=O)OC(C)(C)C tert-butyl 3-methoxy-5,6-dihydro-[1,2,4]triazolo[4,3-a]pyrazine-7(8H)-carboxylate